CN(C)CCCNC(OCCN(CCCCCCCC(=O)OC(CCCCCCCC)CCCCCCCC)CCCCCC(OCCCCCCCCCCC)=O)=O heptadecan-9-yl 2-methyl-7-oxo-11-(6-oxo-6-(undecyloxy) hexyl)-8-oxa-2,6,11-triazanonadecan-19-oate